(E)-3-(4-((E)-4-chloro-1-(1H-indazol-5-yl)-2-phenylbut-1-en-1-yl)phenyl)acrylic acid ClCC\C(=C(/C=1C=C2C=NNC2=CC1)\C1=CC=C(C=C1)/C=C/C(=O)O)\C1=CC=CC=C1